6-[(3S)-3-(cyanomethyl)-4-prop-2-enoyl-piperazin-1-yl]-N-(3-hydroxy-1-naphthyl)-2-[(1-methyl-2-piperidyl)methylamino]pyrimidine-4-carboxamide C(#N)C[C@H]1CN(CCN1C(C=C)=O)C1=CC(=NC(=N1)NCC1N(CCCC1)C)C(=O)NC1=CC(=CC2=CC=CC=C12)O